CC=1C=C(C(C(=O)[O-])=CC1)O.C(CCC)[P+](CCCC)(CCCC)CCCC Tetrabutylphosphonium 4-methylsalicylate